C(#N)C1=CC=C(C=C1)C1=C(C(=C(N=N1)N1CCC(CCC1)(F)F)C(=O)NC=1C=C(C=CC1)[S@](=O)(C)=NC(OC(C)(C)C)=O)C tert-butyl (R)-((3-(6-(4-cyanophenyl)-3-(4,4-difluoroazepan-1-yl)-5-methylpyridazine-4-carboxamido)phenyl)(methyl)(oxo)-λ6-sulfaneylidene)carbamate